C(C)OC(C(C)O)=O ethyl-2-hydroxypropanoate